ClC1=C(C=C(C=C1)F)C1N(C(C2=NC(=CC(=C21)NCC2=C(C=C(C=C2)OC)OC)CNC=O)=O)CC2=CC=C(C=C2)OC N-((5-(2-chloro-5-fluorophenyl)-4-((2,4-dimethoxybenzyl)amino)-6-(4-methoxybenzyl)-7-oxo-6,7-dihydro-5H-pyrrolo[3,4-b]pyridin-2-yl)methyl)formamide